1,4-cyclohexanedimethylamine C1(CCC(CC1)CN)CN